(11R)-3-chloro-6-methyl-5,5-dioxo-11H-benzo[c][1,2]benzothiazepin-11-amine ClC1=CC2=C([C@@H](C3=C(N(S2(=O)=O)C)C=CC=C3)N)C=C1